(4-((8-fluoro-2-methyl-3-oxo-3,4-dihydroquinoxalin-6-yl)methyl)piperazin-1-yl)-6-methylpyridinenitrile FC=1C=C(C=C2NC(C(=NC12)C)=O)CN1CCN(CC1)C=1C(=NC(=CC1)C)C#N